NC1=C2C(=NC=N1)N(N=C2C2=CC=C(C=C2)OC2=CC=CC=C2)C2CN(CCC2)CCNC(=O)NC2C(NC(CC2)=O)=O 1-(2-(3-(4-amino-3-(4-phenoxyphenyl)-1H-pyrazolo[3,4-d]pyrimidin-1-yl)piperidin-1-yl)ethyl)-3-(2,6-dioxopiperidin-3-yl)urea